C(=O)(O)COC1=CSC2=NC=CC=C21 3-(CARBOXYMETHOXY)THIENO[2,3-B]PYRIDINE